OCC(C)(C)C(C(C)([N+](C)(C)CC(C)O)C)[NH+](C)C 1-(1-hydroxy-2-methylpropan-2-yl)-N2-(2-hydroxypropyl)-N1,N1,N2,N2,2-Pentamethylpropane-1,2-diaminium